F[C@H]1CN(CC1)C(=O)NC1=CC(=C(C=C1)F)N1N=C2N=CC(=CC2=C1)C1=NC=CC=C1 (3R)-3-fluoro-N-{4-fluoro-3-[5-(pyridin-2-yl)-2H-pyrazolo[3,4-b]pyridin-2-yl]phenyl}pyrrolidine-1-carboxamide